N1C(=NC2=C1C=CC=C2)C2=NNC=C2NC2=NC=NC1=CC=CC=C21 N-(3-(1H-benzo[d]imidazol-2-yl)-1H-pyrazol-4-yl)quinazolin-4-amine